NC1=C(C(=O)OC)C=C(C(=C1)Cl)[N+](=O)[O-] Methyl 2-amino-4-chloro-5-nitrobenzoate